NC=1C=C(C=C2C=C(N=NC12)[C@@]1([C@@H](C1)C#N)C(=O)N)C=1C=NC=C(C1C)N trans-(8-Amino-6-(5-amino-4-methylpyridin-3-yl)cinnolin-3-yl)-2-cyanocyclopropane-1-carboxamide